S-2-(3-Aminopropylamino)ethylphosphorothioic Acid NCCCNCCS=P(O)(O)O